4-bromo-N-(furan-2-ylmethylideneamino)-1H-pyrazole-5-carboxamide BrC=1C=NNC1C(=O)NN=CC=1OC=CC1